CC1(C(CCC1=O)=O)CC1=CC=C(C=C1)Br 2-methyl-2-(4-bromobenzyl)-1,3-cyclopentanedione